1-(5-chloro-2-hydroxy-3-pyridyl)-1,2,4-triazole-3-carboxylic acid ClC=1C=C(C(=NC1)O)N1N=C(N=C1)C(=O)O